NCCOCCNC(C1=C(C=C(C=C1)NC=1C=2N(C=CN1)C(=CN2)C=2C(=NN(C2)CCC)C(F)F)CC)=O N-[2-(2-aminoethoxy)ethyl]-4-[[3-[3-(difluoromethyl)-1-propylpyrazol-4-yl]imidazo[1,2-a]pyrazin-8-yl]amino]-2-ethylbenzamide